C(C)N(C(=O)C1=CC=C(OC=2C=C(C=C(C2)OC2=CC=C(C=C2)F)NC(=O)N2CCN(CC2)CC(CC)CC)C=C1)CC N-(3-(4-(diethylcarbamoyl)phenoxy)-5-(4-fluorophenoxy)phenyl)-4-(2-ethylbutyl)piperazine-1-carboxamide